C(C)OC(=O)[C@H]1[C@@H]2C3CCC3[C@H]([C@@H]1NC1=NC(=NN3C1=CC=C3)C3=NNC1=NC=C(C=C13)F)CC2 (1R,6S,7S,8S)-8-((2-(5-fluoro-1H-pyrazolo[3,4-b]pyridin-3-yl)pyrrolo[2,1-f][1,2,4]triazin-4-yl)amino)tricyclo[4.2.2.02,5]decane-7-carboxylic acid ethyl ester